N-(5-(3-fluoro-1-methyl-1H-pyrrol-2-yl)-1,3,4-thiadiazol-2-yl)-3-(2-methoxyethoxy)-4-(3-methoxypyridin-2-yl)-2-oxo-2H-pyran-6-carboxamide FC1=C(N(C=C1)C)C1=NN=C(S1)NC(=O)C1=CC(=C(C(O1)=O)OCCOC)C1=NC=CC=C1OC